ClC1=CC(=C(S1)C1=CC(=C(OC2CC(CCC2)C(=O)O)C=C1)F)COC(N(C)C1CCCC1)=O 3-(4-(5-Chloro-3-(((cyclopentyl(methyl)carbamoyl)oxy)methyl)thiophen-2-yl)-2-fluorophenoxy)cyclohexane-1-carboxylic acid